CC/C=C\\C/C=C\\C[C@@H](/C=C\\C=C\\C=C\\[C@H](C/C=C\\CCC(=O)[O-])O)O The molecule is a dihydroxydocosahexaenoate that is the conjugate base of (7S,14S)-dihydroxy-(4Z,8E,10E,12Z,16Z,19Z)-docosahexaenoic acid, obtained by deprotonation of the carboxy group; major species at pH 7.3. It is a conjugate base of a (7S,14S)-dihydroxy-(4Z,8E,10E,12Z,16Z,19Z)-docosahexaenoic acid.